6-(benzyloxy)-7-methoxy-1-{(E)-2-[5-(2-methoxypyrimidin-5-yl)-2-methylphenyl]ethenyl}-1,2,3,4-tetrahydroisoquinoline C(C1=CC=CC=C1)OC=1C=C2CCNC(C2=CC1OC)\C=C\C1=C(C=CC(=C1)C=1C=NC(=NC1)OC)C